C(=CC)[Si](OC)(OC)C propenyl-methyldimethoxysilane